NC=1CC(=CC2=C(N1)C=C(C=C2)C(=O)N(C)C)C(=O)N(CCC)OCCN 2-amino-N4-(2-aminoethoxy)-N8,N8-dimethyl-N4-propyl-3H-benzo[b]azepin-4,8-dicarboxamide